tert-Butyl propionate C(CC)(=O)OC(C)(C)C